3-(5-(ethyl-((1S,2S)-2-(ethylamino)cyclohexyl)amino)-1-oxoisoindolin-2-yl)piperidine-2,6-dione C(C)N(C=1C=C2CN(C(C2=CC1)=O)C1C(NC(CC1)=O)=O)[C@@H]1[C@H](CCCC1)NCC